NC1=NC2=CC=C(C=C2C=C1C)C(=O)N(C[C@@H](C(F)(F)F)OC)CC=1N=NC(=CC1)OC 2-amino-N-((6-methoxy-3-pyridazinyl)methyl)-3-methyl-N-((2S)-3,3,3-trifluoro-2-methoxypropyl)-6-quinolinecarboxamide